C(C)N1C(=NC2=C(C1=O)C=NN2)N2CCC1(CCN(C1)C1=NC(=NC(=C1)C)C(F)(F)F)CC2 5-ethyl-6-(2-(6-methyl-2-(trifluoromethyl)pyrimidin-4-yl)-2,8-diazaspiro[4.5]decan-8-yl)-1,5-dihydro-4H-pyrazolo[3,4-d]pyrimidin-4-one